tert-butyl 3'-methoxy-8'-oxo-8',9',11',12'-tetrahydro-spiro[pyrrolidine-3,10'-[1,4]diazepino[5',6':4,5]thieno[3,2-f]quinoxaline]-1-carboxylate COC1=NC=2C=CC3=C(C2N=C1)C1=C(S3)C(NC3(CN1)CN(CC3)C(=O)OC(C)(C)C)=O